CC(C[C@@H](CC1=CC(=NO1)C)NC(OC(C)(C)C)=O)C tert-butyl (S)-(4-methyl-1-(3-methylisoxazol-5-yl)pentan-2-yl)carbamate